(S)-2-cyclopropylpiperazine C1(CC1)[C@@H]1NCCNC1